methyl 3-phenyl-1-trityl-1H-indazole-6-carboxylate C1(=CC=CC=C1)C1=NN(C2=CC(=CC=C12)C(=O)OC)C(C1=CC=CC=C1)(C1=CC=CC=C1)C1=CC=CC=C1